(1R,3S,4S)-N-((S)-1-cyano-2-(2-fluoro-4-(3-methyl-2-oxo-2,3-dihydrobenzo[d]oxazol-5-yl)phenyl)ethyl)-2-methyl-2-azabicyclo[2.2.1]heptane-3-carboxamide C(#N)[C@H](CC1=C(C=C(C=C1)C=1C=CC2=C(N(C(O2)=O)C)C1)F)NC(=O)[C@H]1N([C@@H]2CC[C@H]1C2)C